tert-butyl (2R,3S,4S)-2-[(4-azidophenyl)methyl]-4-[(tert-butoxycarbonyl)oxy]-3-hydroxypyrrolidine-1-carboxylate N(=[N+]=[N-])C1=CC=C(C=C1)C[C@H]1N(C[C@@H]([C@H]1O)OC(=O)OC(C)(C)C)C(=O)OC(C)(C)C